FC=1C=C2C(C=C(N(C2=CC1)C1(CN(CCC1)C(=O)[O-])C)C)=C=O 3-(6-fluoro-2-methyl-4-carbonylquinolin-1(4H)-yl)-3-methylpiperidine-1-carboxylate